COC1=C(C=C(C(=C1)C=C[N+](=O)[O-])OC)SC (2,5-dimethoxy-4-(2-nitrovinyl)phenyl)(methyl)sulfane